C(C)C1=NN=C2N1C1=CC(=CC=C1C(=N2)NC2=CC=CC=C2)COC Ethyl-8-(methoxymethyl)-N-phenyl-[1,2,4]triazolo[4,3-a]quinazolin-5-amine